Methyl (R,E)-2-(2-methoxyhex-3-en-5-yn-1-yl)thiazole-4-carboxylate CO[C@H](CC=1SC=C(N1)C(=O)OC)\C=C\C#C